5-chloro-2-({[2-(dimethylamino)ethyl](methyl)amino}methyl)-7,8-dihydro-6H-spiro[[1,3]oxazolo[5,4-f]quinazoline-9,1'-cyclohexane]-7-one ClC=1C=C2C(=C3C1NC(NC31CCCCC1)=O)OC(=N2)CN(C)CCN(C)C